[N+](=O)([O-])C1=C(C=CC(=C1)Br)Cl 2-nitro-4-bromochlorobenzene